3-(5-bromo-3-methyl-2-oxo-1,3-benzodiazol-1-yl)-2,6-dioxopiperidine-1-carboxylic acid tert-butyl ester C(C)(C)(C)OC(=O)N1C(C(CCC1=O)N1C(N(C2=C1C=CC(=C2)Br)C)=O)=O